1-((1s,4s)-7,7-dimethyl-2-oxobicyclo[2.2.1]heptan-1-yl)-N-(methylsulfonyl)methanesulfonamide CC1([C@@]2(C(C[C@@H]1CC2)=O)CS(=O)(=O)NS(=O)(=O)C)C